1-Boc-(3R)-3-(2-Hydroxypropan-2-yl)pyrrolidine C(=O)(OC(C)(C)C)N1C[C@@H](CC1)C(C)(C)O